3,3,3-trifluoro-N-[2-fluoro-4-(8-isopropyl-2-methylsulfonyl-7-oxo-pyrido[2,3-d]pyrimidin-6-yl)phenyl]propane-1-sulfonamide FC(CCS(=O)(=O)NC1=C(C=C(C=C1)C1=CC2=C(N=C(N=C2)S(=O)(=O)C)N(C1=O)C(C)C)F)(F)F